CC(C(=O)C1=CC=CC=C1)(C1=CC=CC=C1)C dimethyl-2-phenylacetophenone